4-cyclopropoxy-2-((1S,4S,5R)-5-((5-cyclopropyl-3-(spiro[2.5]octan-6-yl)isoxazol-4-yl)methoxy)-2-azabicyclo[2.2.1]heptan-2-yl)benzo[d]thiazole-6-carboxylic acid C1(CC1)OC1=CC(=CC2=C1N=C(S2)N2[C@@H]1C[C@H]([C@H](C2)C1)OCC=1C(=NOC1C1CC1)C1CCC2(CC2)CC1)C(=O)O